tris[(3-ethyloxetan-3-yl) methyl] phosphite P(OCC1(COC1)CC)(OCC1(COC1)CC)OCC1(COC1)CC